4,4'-[(3-methoxyphenyl)Imino]bisbenzonitrile COC=1C=C(C=CC1)N(C1=CC=C(C#N)C=C1)C1=CC=C(C#N)C=C1